FC=1C=C2C(=CC=NC2=CC1)C1CCC(CC1)C=O 4-(6-fluoroquinolin-4-yl)cyclohexane-1-carbaldehyde